C(C=C)P(=O)(OC1=CC=CC=C1)N[C@H](C(=O)OC(C)C)C Isopropyl (2S)-2-[[allyl(phenoxy)phosphoryl]amino]propanoate